C(C)(=O)O.CC1=CC=CC=C1C(=O)C1=CC(=CC=2C3=CC=CC=C3N(C12)CC)C(CCC1CCCCC1)=NO 1-(6-methylbenzoyl-9-ethylcarbazole-3-yl)-3-cyclohexyl-propane-1-one-oxime acetate